ClC1=C(C=CC(=C1)OC1=CC=CC=C1)C(C1=CNC2=C1C1=C(NC(C3(N1)CC(CC3)OC)=O)C=N2)O 9'-((2-Chloro-4-phenoxyphenyl)(hydroxy)methyl)-3-methoxy-4',7'-dihydrospiro[cyclopentane-1,2'-pyrrolo[3',2':5,6]pyrido[3,4-b]pyrazin]-3'(1'H)-one